2-[(10S)-12-[4-(4-piperidyl)pyrimidin-2-yl]-1,5,6,8,12-pentazatricyclo[8.4.0.02,7]tetradeca-2,4,6-trien-4-yl]phenol N1CCC(CC1)C1=NC(=NC=C1)N1C[C@@H]2CNC3=NN=C(C=C3N2CC1)C1=C(C=CC=C1)O